C(C)(C)(C)C=1C=C(C=C(C1O)C(C)(C)C)CCC(=O)OCCNC(=O)C(=O)NCCOC(=O)CCC1=CC(=C(C(=C1)C(C)(C)C)O)C(C)(C)C N,N'-bis{2-[2-(3,5-di-tert-butyl-4-hydroxyphenyl)ethylcarbonyloxy]ethyl}oxamide